COC1=C(C=CC(=C1)C(=O)[O-])O.[Na+] The molecule is an organic sodium salt resulting from the replacement of the proton from the carboxy group of vanillic acid by a sodium ion. It contains a vanillate.